NCC1=C(SC(=C1)Cl)C1=NC=C(C(=N1)C)O[C@@H]1C[C@H](CCC1)C(=O)OC (1S,3S)-Methyl 3-((2-(3-(aminomethyl)-5-chlorothiophen-2-yl)-4-methylpyrimidin-5-yl)oxy)cyclohexane-1-carboxylate